CC1=C2C(OC(C2=CC(=C1)C(C)(F)F)(P(O)(O)=O)C)=O.NC1(CCN(CC1)C=1C(=C2C=CN(C2=CC1)C1=C(C(=CC=C1)Cl)Cl)CO)C (5-(4-amino-4-methylpiperidin-1-yl)-1-(2,3-dichlorophenyl)-1H-indol-4-yl)methanol Dimethyl-6-(1,1-difluoroethyl)-3-oxo-1,3-dihydroisobenzofuran-1-ylphosphonate